CP(C1=CC=C(C=C1)C1=CN=C2C(=N1)N(N=N2)C(C)C=2C=C1C=CC=NC1=CC2)(C)=O dimethyl-(4-(1-(1-(quinolin-6-yl)ethyl)-1H-[1,2,3]triazolo[4,5-b]pyrazin-6-yl)phenyl)phosphine oxide